((trimethylsilyl)ethynyl)thiazole-2-sulfonamide C[Si](C)(C)C#CC=1N=C(SC1)S(=O)(=O)N